CC(CC(C)C1=CC=C(C=C1)O)(CC(C)(C1=CC=C(C=C1)O)C)C1=CC=C(C=C1)O 4,6-dimethyl-2,4,6-tris(4-hydroxyphenyl)heptane